ClC=1C=C(C(=C(C1)C1=NC=NN2C1=CC(=C2)CN2C(N(CCC2=O)C)=O)CC2CN(C[C@@H](O2)C)CC2=CC=C(C=C2)OC)C 3-((4-(5-chloro-2-(((6S)-4-(4-methoxybenzyl)-6-methylmorpholin-2-yl)methyl)-3-methylphenyl)pyrrolo[2,1-f][1,2,4]triazin-6-yl)methyl)-1-methyldihydropyrimidine-2,4(1H,3H)-dione